tert-butyl 4-(2-((dimethoxyphosphoryl)methyl)-4-(methoxycarbonyl)phenoxy)piperidine-1-carboxylate COP(=O)(OC)CC1=C(OC2CCN(CC2)C(=O)OC(C)(C)C)C=CC(=C1)C(=O)OC